COC1=C(CCNCC2=C(C=CC=C2)O)C=C(C(=C1)C1=CC=NC=C1)OC 2-(((2,5-dimethoxy-4-(pyridin-4-yl)phenethyl)amino)methyl)phenol